C(C)(C)(C)C1=CC=C(C=C1)C1=C2C=C(CC2=CC=C1)C 4-(4-tert-butylphenyl)-2-methyl-1H-indene